ClC1=C(C=NC(=C1)Cl)N[C@@H]1CC[C@H]2CN(C[C@H]21)C(=O)C=2SC(=CC2)C |o1:9,12,16| rel-((3aS,4R,6aR)-4-((4,6-dichloropyridin-3-yl)amino)hexahydrocyclopenta[c]pyrrol-2(1H)-yl)(5-methylthiophene-2-yl)methanone